C(C=C)(=O)NC(CS(=O)(=O)O)(C)C 2-acrylamido-2-methyl-1-propanesulphonic acid